ClC=1C(=C(CN2[C@@H](C[C@@](CC2)(C(=O)O)CC2=NC(=C(C=C2)C)NC2=NNC(=C2)C)C)C=CC1)F (2R,4R)-1-(3-chloro-2-fluorobenzyl)-2-methyl-4-((5-methyl-6-((5-methyl-1H-pyrazol-3-yl)amino)pyridin-2-yl)methyl)piperidine-4-carboxylic acid